C(C)OC1=C(C=C(C=C1)N[C@@H]1[C@H](N(C(C1)=O)C1=CC(=C(C#N)C=C1)C(F)(F)F)CC)C=1NC(C2=C(N1)C(=NN2C)CCC)=O 4-((2R,3S)-3-((4-ethoxy-3-(1-methyl-7-oxo-3-propyl-6,7-dihydro-1H-pyrazolo[4,3-d]pyrimidin-5-yl)phenyl)amino)-2-ethyl-5-oxopyrrolidin-1-yl)-2-(trifluoromethyl)benzonitrile